tert-butyl (R)-2-((3-((tert-butoxycarbonyl)amino)-4-hydroxy-2-methylbutan-2-yl)thio)acetate C(C)(C)(C)OC(=O)N[C@@H](C(C)(C)SCC(=O)OC(C)(C)C)CO